FC(C(C(=O)N1C[C@H]2OC3=C([C@@H]1C2)C=CC=C3C#N)(C)C)F (2S,5S)-4-(3,3-Difluoro-2,2-dimethylpropanoyl)-2,3,4,5-tetrahydro-2,5-methanobenzo[f][1,4]oxazepine-9-carbonitrile